BrC=1C=C2C(=NN(C2=CC1)C)C(=O)N1CC(C1)(F)F (5-bromo-1-methyl-1H-indazol-3-yl)(3,3-difluoroazetidin-1-yl)methanone